N=1C=2N(NC1)N=CC2 pyrazolo-[1,5-b]-1,2,4-triazole